ClC1=C(C=CC=C1F)C(CC)O 1-(2-Chloro-3-fluorophenyl)propan-1-ol